tert-butyl N-[(1S)-2-[1-dimethylamino-methyleneamino]-1-methyl-2-oxo-ethyl]carbamate CN(C=NC([C@H](C)NC(OC(C)(C)C)=O)=O)C